2-(3-trifluoromethoxy-phenoxy)acetaldehyde FC(OC=1C=C(OCC=O)C=CC1)(F)F